di-(4-ethoxy-4-oxo-butan-2-yl) maleate C(\C=C/C(=O)OC(C)CC(=O)OCC)(=O)OC(C)CC(=O)OCC